NCC=1C=C(C=CC1)C=1C=CC2=C(C(=CO2)C(=O)NC2=C(C=CC=C2)CC(=O)O)C1 2-(2-(5-(3-(aminomethyl)phenyl)benzofuran-3-carboxamido)phenyl)acetic acid